3,3'-(((((7-(2-carboxy-2-(pyrrolidin-3-yl)ethyl)naphthalen-1-yl)methyl)azanediyl)bis(methylene))bis(3,1-phenylene))bis(2-(pyrrolidin-3-yl)propanoic acid) C(=O)(O)C(CC1=CC=C2C=CC=C(C2=C1)CN(CC=1C=C(C=CC1)CC(C(=O)O)C1CNCC1)CC=1C=C(C=CC1)CC(C(=O)O)C1CNCC1)C1CNCC1